(23R)-2a,3a-dihydroxy-23-ethyl-5a-cholan-6-one O[C@H]1[C@H](C[C@@H]2C(C[C@H]3[C@@H]4CC[C@H]([C@@H](C[C@H](C)CC)C)[C@]4(CC[C@@H]3[C@]2(C1)C)C)=O)O